ClC1=C2CCN(C(C2=C(C(=C1)C(OC)C1CCN(CC1)C(CO)=O)Cl)=O)CC=1C(NC(=CC1OC)C)=O 5,8-dichloro-7-[[1-(2-hydroxyacetyl)piperidin-4-yl]-methoxymethyl]-2-[(4-methoxy-6-methyl-2-oxo-1H-pyridin-3-yl)methyl]-3,4-dihydroisoquinolin-1-one